8-((1S,2S)-2-(5-chloro-4-((2,2-difluorocyclopropyl)methoxy)pyridin-2-yl)cyclopropyl)-6-(2,4-dimethoxypyrimidin-5-yl)imidazo[1,2-b]pyridazine ClC=1C(=CC(=NC1)[C@@H]1[C@H](C1)C=1C=2N(N=C(C1)C=1C(=NC(=NC1)OC)OC)C=CN2)OCC2C(C2)(F)F